N-(2-hydroxyethyl)-N-(3-cetyl-2-hydroxypropyl)amide OCC[N-]CC(CCCCCCCCCCCCCCCCC)O